C(C)N1N=CC(=C1)C1=CC2=C(N(C=N2)C2=CC(=C(C(=O)NCC(F)(F)F)C(=C2)OC)OC)C=C1 4-[5-(1-ethylpyrazol-4-yl)benzimidazol-1-yl]-2,6-dimethoxy-N-(2,2,2-trifluoroethyl)benzamide